[N+](=O)([O-])C=1C=C2C=NNC2=CC1 5-nitryl-1H-indazole